37-fluoro-3-methoxy-12-oxa-7,15,18,25,26,29-hexaazaheptacyclo[22.5.2.22,5.215,11.19,11.119,23.027,31]heptatriaconta-1(29),2,4,19(32),20,22,24,27,30,36-decaen-6-one FC1=CC2=CC(=C1C1=NC=C3NN=C(C4=CC=CC(NCCN5CCOC6(CC(CNC2=O)C6)CC5)=C4)C3=C1)OC